N,N-dimethyl-formamide 2,5-dimethylpyrazolo[3,4-b]pyridin-7-ium-7-olate CN1N=C2[N+](=CC(=CC2=C1)C)[O-].CN(C=O)C